1-(5-(4-amino-7-cyclopropyl-7H-pyrrolo[2,3-d]pyrimidin-5-yl)imidazo[1,2-a]pyridin-8-yl)-3-(4-((4-methylpiperazin-1-yl)methyl)-3-(trifluorometh-yl)phenyl)urea NC=1C2=C(N=CN1)N(C=C2C2=CC=C(C=1N2C=CN1)NC(=O)NC1=CC(=C(C=C1)CN1CCN(CC1)C)C(F)(F)F)C1CC1